2-{2,6-bis[(Z)-7-hexadecenyl]-4-morpholinyl}ethanol C(CCCCC\C=C/CCCCCCCC)C1CN(CC(O1)CCCCCC\C=C/CCCCCCCC)CCO